C(CCCCCCC)N1C2=CC=CC=C2SC=2C=CC=CC12 10-octyl-phenothiazine